(S)-N-(4-(4-((2-amino-4-methylpentyl)oxy)-3-fluoro-5-(trifluoromethyl)phenyl)pyridin-2-yl)acetamide N[C@H](COC1=C(C=C(C=C1C(F)(F)F)C1=CC(=NC=C1)NC(C)=O)F)CC(C)C